C(#N)C=1N=C(NC1C#N)C 4,5-dicyano-2-methylimidazole